5-(tritylamino)-1H-pyrazole-4-carboxamide C(C1=CC=CC=C1)(C1=CC=CC=C1)(C1=CC=CC=C1)NC1=C(C=NN1)C(=O)N